BrC=1C(=C(C=CC1)\C=C(/F)\C=1C=CC(=C(OCC=2C=NC=C(C#N)C2)C1)C=O)C (Z)-5-((5-(2-(3-bromo-2-methylphenyl)-1-fluorovinyl)-2-formylphenoxy)methyl)nicotinonitrile